Cl.Cl.NC=1C=CC(=NC1C)C=1C=NN(C1NC(O[C@H](C)C1=CC(=CC=C1)F)=O)C (R)-1-(3-fluorophenyl)ethyl (4-(5-amino-6-methylpyridin-2-yl)-1-methyl-1H-pyrazol-5-yl)carbamate dihydrochloride